ClCCCC(=O)N1N=CC=2CCCCC12 1-(4-chlorobutanoyl)-4,5,6,7-tetrahydro-1H-indazol